CC=1C(=NC(=NC1)NC=1C=CC(=NC1)N1CC(CC1)NC(OC(C)(C)C)=O)NC=1C=CC2=C(NC(O2)=O)C1 tert-butyl 1-(5-(5-methyl-4-(2-oxo-2,3-dihydrobenzo[d]oxazol-5-ylamino)pyrimidin-2-ylamino)pyridin-2-yl)pyrrolidin-3-ylcarbamate